N-(3-(2-methyl-6-(methylamino)pyridin-3-yl)-1-((2-(trimethylsilyl)ethoxy)methyl)-1H-pyrrolo[2,3-b]pyridin-6-yl)cyclopropanecarboxamide CC1=NC(=CC=C1C1=CN(C2=NC(=CC=C21)NC(=O)C2CC2)COCC[Si](C)(C)C)NC